ClC=1C(=NC=CC1C1=C(C(=CC=C1)C1=NC(=C(C=C1)CNC1CCOCC1)OC)Cl)C1=CC(=C(CN2CC3(C2)CNC(C3)=O)C=C1)OC 2-(4-(3-Chloro-4-(2-chloro-3-(6-methoxy-5-(((tetrahydro-2H-pyran-4-yl)amino)methyl)pyridin-2-yl)phenyl)pyridin-2-yl)-2-methoxybenzyl)-2,6-diazaspiro[3.4]octan-7-one